naphthalen-2-yl((1R,2R,4S)-4-phenyl-2-(pyridin-2-yl)bicyclo[2.1.1]hexan-1-yl)methanone C1=C(C=CC2=CC=CC=C12)C(=O)C12[C@@H](CC(C1)(C2)C2=CC=CC=C2)C2=NC=CC=C2